(S)-4-(3-((tert-butoxycarbonyl)amino)-5-methyl-4-oxo-2,3,4,5-tetrahydrobenzo[b][1,4]oxazepin-7-carbonyl)piperazine-1-carboxylic acid benzyl ester C(C1=CC=CC=C1)OC(=O)N1CCN(CC1)C(=O)C1=CC2=C(OC[C@@H](C(N2C)=O)NC(=O)OC(C)(C)C)C=C1